OCC=1C=C(N)C=C(C1)CO 3,5-di(hydroxymethyl)aniline